FC(C=1C=NC(=NC1)N1CCNCC1)(F)F 4-(5-(trifluoromethyl)pyrimidin-2-yl)piperazin